C(C#C)NC(C(=O)O)C 2-(PROP-2-YN-1-YLAMINO)PROPANOIC ACID